(S)-2-((1-(3,6-dimethyl-2-(1,4-oxazepan-4-yl)-4-oxo-3,4-dihydroquinazolin-8-yl)ethyl)amino)benzoic acid CN1C(=NC2=C(C=C(C=C2C1=O)C)[C@H](C)NC1=C(C(=O)O)C=CC=C1)N1CCOCCC1